6-(3-amino-2,6-difluorophenyl)-N-methyl-5H,6H,8H-imidazo[4,3-c][1,4]oxazine-1-carboxamide NC=1C(=C(C(=CC1)F)C1CN2C(CO1)=C(N=C2)C(=O)NC)F